(trans)-N-(4-(2-Cyclopropyloxazol-4-yl)pyridin-2-yl)-4-(2-hydroxyacetamido)-N-((4-(4-methoxy-3-methylphenyl)bicyclo[2.2.2]octan-1-yl)methyl)cyclohexanecarboxamide C1(CC1)C=1OC=C(N1)C1=CC(=NC=C1)N(C(=O)[C@@H]1CC[C@H](CC1)NC(CO)=O)CC12CCC(CC1)(CC2)C2=CC(=C(C=C2)OC)C